FC1=C(C=C(C=C1)F)C1=NN=C(C2=CC=CC=C12)NC1C[C@@H]2[C@@H](CN(C2)C(=O)C2CCOCC2)C1 ((3aR,5s,6aS)-5-((4-(2,5-Difluorophenyl)phthalazin-1-yl)amino)hexahydrocyclopenta[c]pyrrol-2(1H)-yl)(tetrahydro-2H-pyran-4-yl)methanone